2-chloro-5-(tetrahydrofuran-3-yl)thiazol ClC=1SC(=CN1)C1COCC1